1-(phenylthio)butan C1(=CC=CC=C1)SCCCC